FC=1C=C2C(=CN(C2=CC1)C(C(C)(C)C)=O)CCC(=O)O 3-(5-fluoro-1-pivaloyl-1H-indol-3-yl)propanoic acid